N1=NC(=CC=C1)N1C[C@@H](CC1)NC(OC(C)(C)C)=O tert-Butyl N-[(3R)-1-pyridazin-3-ylpyrrolidin-3-yl]carbamate